C(C)OC1=C(C=CC2=C1B(OC2)O)C(=O)N[C@@H](C(C)C)C(=O)OCC2=CC=C(C=C2)F 4-Fluorobenzyl (7-ethoxy-1-hydroxy-1,3-dihydrobenzo[c][1,2]oxaborole-6-carbonyl)-L-valinate